CC1=CC=C(C=N1)N1CCCCC1 (3s)-1-(6-methylpyridin-3-yl)piperidin